C(C1=CC=CC=C1)SC1=NC(=CC=C1OC(F)F)Br 2-benzylsulfanyl-6-bromo-3-(difluoromethoxy)pyridine